C(=O)=C([C@H](CC1=CC(=CC=C1)F)NC(=O)C=1NC2=CC=CC=C2C1)N[C@H](C=C=O)C[C@H]1C(NCC1)=C=O N-{(S)-1-carbonyl-1-{{(S)-1-carbonyl-3-[(S)-2-carbonylpyrrolidin-3-yl]propan-2-yl}amino}-3-3-fluorophenylpropan-2-yl}-1H-indole-2-carboxamide